((1,3-dimethyl-1H-pyrazol-5-yl)methyl)quinoline-4-carboxylic acid ethyl ester C(C)OC(=O)C1=CC(=NC2=CC=CC=C12)CC1=CC(=NN1C)C